8-(6-chloro-3-fluoro-2-pyridinyl)-N-(2,3-dihydro-1,4-benzoxazin-4-yl)-4-morpholino-quinoline-3-carboxamide ClC1=CC=C(C(=N1)C=1C=CC=C2C(=C(C=NC12)C(=O)NN1CCOC2=C1C=CC=C2)N2CCOCC2)F